FC1(CCC(CC1)CN1N=C(C(=C1C(=O)OCC)C)C(C)(F)F)F Ethyl 1-((4,4-difluorocyclohexyl)methyl)-3-(1,1-difluoroethyl)-4-methyl-1H-pyrazole-5-carboxylate